(Z)-hexadeca-11-enal C(CCCCCCCCC\C=C/CCCC)=O